CC1=C(C=C(C=C1)C1=NC=NO1)[N+](=O)[O-] 5-(4-methyl-3-nitro-phenyl)-1,2,4-oxadiazole